5-nitro-1,3-xylene [N+](=O)([O-])C=1C=C(C=C(C1)C)C